C(C)(C)(C)OC(=O)N1CCC(=CC1)C1=CC=C(N1C)C(=O)O 5-(1-(tert-Butoxycarbonyl)-1,2,3,6-tetrahydropyridin-4-yl)-1-methyl-1H-pyrrole-2-carboxylic acid